C(C(=O)O)(=O)O.N1CCC12COC2.N2CCC21COC1 6-oxa-1-aza-spiro[3.3]heptane hemioxalate